N1(CCCCC1)C(=O)OC1=CC=C(C=C1)CC1=CC=C(C=C1)N1N=C(N=C1C)C(N)=O (4-(4-(3-carbamoyl-5-methyl-1H-1,2,4-triazol-1-yl) benzyl) phenyl) piperidine-1-carboxylate